yttrium tris(propylcyclopentadiene) C(CC)C1=CC=CC1.C(CC)C1=CC=CC1.C(CC)C1=CC=CC1.[Y]